C(C1=CC=CC=C1)C=1NC(C2=C(N1)CCN(C2)C(=O)C2=NC1=C(N2)C=C(C(=C1)F)F)=O 2-benzyl-6-(5,6-difluoro-1H-benzo[d]imidazole-2-carbonyl)-5,6,7,8-tetrahydropyrido[4,3-d]pyrimidin-4(3H)-one